FC(OC1=CC2=C(C(CO2)NC)C(=C1)F)F 6-(difluoromethoxy)-4-fluoro-N-methyl-2,3-dihydrobenzofuran-3-amine